C(C)OC(=O)C=1C(=NN2C1SC=C2C=2C=NC(=CC2)NC=2SC1=C(N2)C=CC=C1)Br 3-(6-(benzo[d]thiazol-2-ylamino)pyridin-3-yl)-6-bromopyrazolo[5,1-b]thiazole-7-carboxylic acid ethyl ester